N-(5-((4-(1-Cyclopropyl-1H-indol-3-yl)-5-(trifluoromethyl)pyrimidin-2-yl)amino)-4-methoxy-2-((3aR,6aS)-5-methylhexahydropyrrolo[3,4-c]pyrrol-2(1H)-yl)phenyl)acrylamide C1(CC1)N1C=C(C2=CC=CC=C12)C1=NC(=NC=C1C(F)(F)F)NC=1C(=CC(=C(C1)NC(C=C)=O)N1C[C@@H]2CN(C[C@@H]2C1)C)OC